ClC1=C(C=C2C(N(CC2=C1)C1C(NC(CC1)=O)=O)=O)C#CCCNC(OC(C)(C)C)=O tert-butyl (4-(6-chloro-2-(2,6-dioxopiperidin-3-yl)-3-oxoisoindolin-5-yl)but-3-yn-1-yl)carbamate